C[C@H]([C@@H](C(=O)O)N)O L-(-)-threonine